FC1=C2CCC(NC2=NC=C1)=O 5-fluoro-1,2,3,4-tetrahydro-1,8-naphthyridin-2-one